ClC1=CC=C2C(COC3(CC(NCC3)C)C2=C1)O 7-chloro-2'-methyl-spiro[isochromane-1,4'-piperidine]-4-ol